ClC=1C=C2NC=3C=CC(=CC3C(C2=CC1)(C)C)CN1CCNCC1 6-chloro-9,9-dimethyl-2-(piperazin-1-ylmethyl)-9,10-dihydroacridine